BrCC=1C=C(C=CC1)C1=NC=C(C=N1)OCC1CCN(CC1)C 2-[3-(bromomethyl)phenyl]-5-{[(1-methylhexahydropyridin-4-yl)methyl]oxy}pyrimidine